B([O-])([O-])[O-].[Mo+4].[La+3] Lanthanum Molybdenum Borate